benzoic acid neopentyl ester C(C(C)(C)C)OC(C1=CC=CC=C1)=O